OC1=CC=C(C=C1)N[C@@H](CC(C)C)[C@@H](O)CC(N)=O N-(4-hydroxyphenyl)statine amide